1-(((4-(2-(2-fluoroethoxy)phenyl)butan-2-yl)amino)methyl)cyclohexanol hydrochloride Cl.FCCOC1=C(C=CC=C1)CCC(C)NCC1(CCCCC1)O